ClC1=CC=C(C=C1)C(C(C)N)S 1-p-chlorophenyl-2-aminopropanethiol